2-(2,4-dimethylcyclohexyloxy)-1,3-propanediol CC1C(CCC(C1)C)OC(CO)CO